ClC=1C=C2C[C@]3(C(=NN(CO3)C(N(C3=CC=C(C=C3)OC(F)(F)F)C(=O)OC)=O)C2=CC1)C(=O)OC methyl (4aS)-7-chloro-2-[methoxycarbonyl-[4-(trifluoromethoxy) phenyl]carbamoyl]-3,5-dihydroindeno[1,2-e][1,3,4]oxadiazine-4a-carboxylate